N1=C(SC=2CNCC3(C21)CC3)N3C2CN(CC3CC2)C(=O)OC(C)(C)C tert-butyl 8-(5',6'-dihydro-4'H-spiro[cyclopropane-1,7'-thiazolo[5,4-c]pyridin]-2'-yl)-3,8-diazabicyclo[3.2.1]octane-3-carboxylate